(5'S,7a'R)-5'-(3,5-difluoro-phenyl)-1-(oxazole-4-carbonyl)tetrahydro-3'H-spiro-[piperidine-4,2'-pyrrolo-[2,1-b]oxazol]-3'-one FC=1C=C(C=C(C1)F)[C@@H]1CC[C@H]2OC3(C(N21)=O)CCN(CC3)C(=O)C=3N=COC3